N-[9-[(2R,3R,4S)-3,4-dihydroxy-5,5-bis(hydroxymethyl)-tetrahydrofuran-2-yl]-6-oxo-1H-purin-2-yl]-2-methyl-propanamide O[C@H]1[C@@H](OC([C@H]1O)(CO)CO)N1C=2N=C(NC(C2N=C1)=O)NC(C(C)C)=O